ClC=1C=C2C(N(CN(C2=CC1)C1=C(C=C(C=C1)F)OCC)C1=C(NC(C=C1)=O)C)=O 6-chloro-1-(2-ethoxy-4-fluorophenyl)-3-(2-methyl-6-oxo-1,6-dihydropyridin-3-yl)-2,3-dihydroquinazolin-4(1H)-one